CC1=NNC(=C1CNC(=O)C=1C=NC(=C(C1)C1=NN(C=C1)C)OC1=CC=C(C=C1)C(F)(F)F)C N-[(3,5-Dimethyl-1H-pyrazol-4-yl)methyl]-5-(1-methyl-1H-pyrazol-3-yl)-6-[4-(trifluoromethyl)phenoxy]pyridine-3-carboxamide